pentachlorophenol potassium salt [K].ClC1=C(C(=C(C(=C1O)Cl)Cl)Cl)Cl